1-((2r,4s)-4-(4-amino-3-((1-cyclopropyl-1H-benzo[d]imidazol-5-yl)ethynyl)-1H-pyrrolo[3,2-c]pyridin-1-yl)-2-(methoxymethyl)pyrrolidin-1-yl)prop-2-en-1-one formate C(=O)O.NC1=NC=CC2=C1C(=CN2[C@H]2C[C@@H](N(C2)C(C=C)=O)COC)C#CC2=CC1=C(N(C=N1)C1CC1)C=C2